6-(((5-((1-methylpiperidin-4-yl)methoxy)pyridin-2-yl)amino)methyl)isoquinolin-1-amine CN1CCC(CC1)COC=1C=CC(=NC1)NCC=1C=C2C=CN=C(C2=CC1)N